(1S,2S)-trans-2-(4-(trifluoromethoxy)phenoxy)cyclohexyl-2-fluoroethyl sulfite S(=O)(OC[C@@H](F)[C@@H]1[C@H](CCCC1)OC1=CC=C(C=C1)OC(F)(F)F)[O-]